2-isopropyl-2',6'-diethyl-4,4'-methylenebisaniline C(C)(C)C1=C(N)C=CC(=C1)CC1=CC(=C(N)C(=C1)CC)CC